COC(C[SiH2]CCCCN(C)CCCC[SiH2]CC(OC)OC)OC bis[4-dimethoxyethylsilylbutyl]methylamine